The molecule is a dihydroxyflavone in which the two hydroxy groups are located at positions 5 and 7. It has a role as an anti-inflammatory agent, an antineoplastic agent, an antioxidant, a hepatoprotective agent, an EC 2.7.11.18 (myosin-light-chain kinase) inhibitor and a plant metabolite. It is a dihydroxyflavone and a 7-hydroxyflavonol. C1=CC=C(C=C1)C2=CC(=O)C3=C(C=C(C=C3O2)O)O